COC1CCC(CC1)C(=O)NC(=O)NC1=CC(=C(C=C1)OC1=NC=C(C=N1)C(C)C)C 1-(4-methoxycyclohexanecarbonyl)-3-(3-methyl-4-{[5-(propan-2-yl)pyrimidin-2-yl]oxy}phenyl)urea